(2S)-2-[(3-methoxyphenyl)formamido]-4-methylpentanoic acid COC=1C=C(C=CC1)C(=O)N[C@H](C(=O)O)CC(C)C